5-(3-oxo-3-(4-(5-(trifluoromethyl)pyrimidin-2-yl)piperazin-1-yl)propoxy)-3-(trifluoromethyl)pyridine O=C(CCOC=1C=C(C=NC1)C(F)(F)F)N1CCN(CC1)C1=NC=C(C=N1)C(F)(F)F